(R)-Benzyl 3-(tert-butoxycarbonylamino)-4-hydroxybutanoate C(C)(C)(C)OC(=O)N[C@H](CC(=O)OCC1=CC=CC=C1)CO